2-amino-3-butanol NC(C)C(C)O